tert-butyl N-[trans-4-[[4-amino-7-[2-cyanoethyl-(4-nitrophenyl)sulfonyl-amino]-5,5-dimethyl-6H-benzo[h]quinazolin-8-yl]oxy]cyclohexyl]carbamate NC1=NC=NC=2C3=C(CC(C12)(C)C)C(=C(C=C3)O[C@@H]3CC[C@H](CC3)NC(OC(C)(C)C)=O)N(S(=O)(=O)C3=CC=C(C=C3)[N+](=O)[O-])CCC#N